C(N)(=O)CCN(CCNC(OC(C)(C)C)=O)CC=1N=CNC1 tert-butyl N-{2-[(2-carbamoylethyl) (1H-imidazol-4-ylmethyl)amino]ethyl}carbamate